O1CCC=2C1=NC(=CC2)C(C)O (2,3-dihydrofuro[2,3-b]pyridin-6-yl)ethan-1-ol